ClC1=NC(=C2N=C(N(C2=N1)C[C@H]1OCCC1)C)N1[C@H](CN([C@@H](C1)C)C(C1=CC(=C(C=C1)F)F)C1CC(C1)(F)F)C 2-chloro-6-((2S,5R)-4-((3,3-difluorocyclobutyl)(3,4-difluorophenyl)methyl)-2,5-dimethylpiperazin-1-yl)-8-methyl-9-(((S)-tetrahydrofuran-2-yl)methyl)-9H-purine